ClC=1C(=C(CN2[C@@H](C[C@@](CC2)(C(=O)O)CC2=NC(=C(N=C2)C)NC2=NNC(=C2)C)C)C=CC1)F (2R,4R)-1-(3-chloro-2-fluorobenzyl)-2-methyl-4-((5-methyl-6-((5-methyl-1H-pyrazol-3-yl)amino)-pyrazin-2-yl)methyl)-piperidine-4-carboxylic acid